(S)-N-[2-amino-5-(4-fluorophenyl)phenyl]-4-(methylsulfonimidoyl)benzamide NC1=C(C=C(C=C1)C1=CC=C(C=C1)F)NC(C1=CC=C(C=C1)[S@](=O)(=N)C)=O